bistrifluoromethyl-pyrazolone FC(F)(F)C1=C(C(N=N1)=O)C(F)(F)F